FC(ON1N=C(C2=NC=CC=C21)N)F (difluoromethoxy)-1H-pyrazolo[4,3-b]pyridin-3-amine